ClC1=CC=C(C=N1)N1CCCCC1 (3S)-1-(6-chloropyridin-3-yl)piperidin